NC1=NC(=C(C=2N1C(N(N2)C[C@H]2N(CCC2)C)=O)N2C[C@H](O[C@H](C2)C)C)C2=CC=CC=C2 5-amino-8-[(cis)-2,6-dimethylmorpholin-4-yl]-2-[[(2S)-1-methylpyrrolidin-2-yl]methyl]-7-phenyl-[1,2,4]triazolo[4,3-c]pyrimidin-3-one